3,4-dihydroxy-9,10-dioxo-2-anthracensulfonic acid OC=1C(=CC=2C(C3=CC=CC=C3C(C2C1O)=O)=O)S(=O)(=O)O